C(=C)P(OCCCCCCCCCCOP(OCC(C)C)(=O)C=C)(OCC(C)C)=O Decane-1,10-diyl diisobutyl bis(vinylphosphonate)